[N+](=O)([O-])C=1C=C(C=CC1)[C@H](C)NC(OC(C)(C)C)=O tert-butyl (S)-(1-(3-nitrophenyl)ethyl)carbamate